C(CC)NC(=O)C1=CC=C(C=C1)S(=O)(=O)NC(C1=C(C=CC=C1)OC)=O N-[4-(N-propylcarbamoyl)phenylsulfonyl]-2-methoxybenzamide